FC=1C=C(C=CC1OC1=CC=CC=C1)C1=NN(C2=NC=NC(=C21)N)C2CCNCC2 3-(3-fluoro-4-phenoxyphenyl)-1-(piperidin-4-yl)-1H-pyrazolo[3,4-d]pyrimidin-4-amine